FC=1C=2C(=C3N(C2C=C(C1)[N+](=O)[O-])CCCN3)C(C3=CC=C(C=C3)C)=O 9-fluoro-10-(4-methylbenzoyl)-7-nitro-1,2,3,4-tetrahydropyrimidino[1,2-a]indole